2-((6-((benzylamino)methyl)imidazo[1,2-a]pyridin-2-yl)methyl)-2,7-naphthyridin-1(2H)-one C(C1=CC=CC=C1)NCC=1C=CC=2N(C1)C=C(N2)CN2C(C1=CN=CC=C1C=C2)=O